C1([C@H](O)[C@@H](O)[C@H](O)CO1)[C@]([C@H](C(=O)C1([C@H](O)[C@@H](O)[C@H](O)[C@H](O1)CO)C(\C=C\C1=CC(OC)=C(O)C=C1)=O)O)(O)[C@@H](O)[C@H](O)CO 3-xylosyl-(feruloyl-glucosyl)galactose